Cl.OC[C@@H]1C[C@H](CN1)O (3r,5s)-5-(hydroxymethyl)pyrrolidin-3-ol hydrochloride